styrene-p-sulfonic acid C=CC1=CC=C(C=C1)S(=O)(=O)O